C[Si](N([Si](C)(C)C)CCC)(C)C hexamethyl-N-propyl-disilazane